OCC(CC(=O)OC(C)C)CO isopropyl 4-hydroxy-3-(hydroxymethyl)butanoate